[(2-chloro-1,3-thiazol-4-yl)methyl]phosphonic acid ClC=1SC=C(N1)CP(O)(O)=O